C[SiH](C1=CC=C(C=C1)C(C)(C)C)C dimethyl-(4-tert-butylphenyl)silane